7-{3-[(3-ethyl-1,2,4-thiadiazol-5-yl)carbamoyl]azetidin-1-yl}-5-methyl-4-oxo-1-(1,2,4-thiadiazol-5-yl)-1,4-dihydro-1,8-naphthyridine-3-carboxylic acid C(C)C1=NSC(=N1)NC(=O)C1CN(C1)C1=CC(=C2C(C(=CN(C2=N1)C1=NC=NS1)C(=O)O)=O)C